7-methoxy-6-(4-methoxyphenyl)-2-phenyl-3-(piperidin-1-yl)-N-(pyridin-2-yl)pyrazolo[1,5-a]pyrimidin-5-amine COC1=C(C(=NC=2N1N=C(C2N2CCCCC2)C2=CC=CC=C2)NC2=NC=CC=C2)C2=CC=C(C=C2)OC